N1=C(C=CC=C1C1=C(C=CC=C1)C=1C(=C(C=C(C1)C)C(C)(C(C)C)C)[O-])C1=C(C=CC=C1)C=1C(=C(C=C(C1)C)C(C)(C(C)C)C)[O-].C(C1=CC=CC=C1)[Hf+2]CC1=CC=CC=C1 Dibenzylhafnium [2',2'''-(pyridine-2,6-diyl)bis(3-(2,3-dimethylbutan-2-yl)-5-methyl-[1,1'-biphenyl]-2-olate)]